2-((1R,2R)-1-(2-cyanophenyl)-1-(1-methyl-1H-1,2,4-triazol-3-yl)propan-2-yl)-5-hydroxy-N-(isoxazol-4-yl)-1-methyl-6-oxo-1,6-dihydropyrimidine-4-carboxamide C(#N)C1=C(C=CC=C1)[C@@H]([C@@H](C)C=1N(C(C(=C(N1)C(=O)NC=1C=NOC1)O)=O)C)C1=NN(C=N1)C